1-(2,2,2-trifluoroethyl)-1,4-diazepane FC(CN1CCNCCC1)(F)F